(19R)-22-amino-16-fluoro-5,19-dimethyl-20-oxa-10-thia-4,5,11,23-tetraazapentacyclo[19.3.1.02,6.08,12.013,18]pentacosa-1(24),2(6),3,8,11,13,15,17,21(25),22-decaene-3-carbonitrile NC=1C=2O[C@@H](C3=CC(=CC=C3C3=NSC=C3CC=3N(N=C(C3C(=CN1)C2)C#N)C)F)C